(9aR)-8-[5-chloro-1-(1-cyclopropyl-1H-pyrazol-4-yl)-1H-indazol-6-yl]octahydropyrazino[2,1-c][1,4]oxazine ClC=1C=C2C=NN(C2=CC1N1C[C@@H]2COCCN2CC1)C=1C=NN(C1)C1CC1